C(C)C(CS)CCCC 2-ethylhexanethiol